(1r,3r)-N,N,1-trimethyl-3-((5-(quinoxalin-6-yl)-7H-pyrrolo[2,3-d]pyrimidin-2-yl)amino)cyclobutane-1-carboxamide CN(C(=O)C1(CC(C1)NC=1N=CC2=C(N1)NC=C2C=2C=C1N=CC=NC1=CC2)C)C